2-(dimethoxyphosphoryl)-6-methylhept-5-ene COP(=O)(OC)C(C)CCC=C(C)C